ClC=1C=C(C=NC1)OC1=C(C2=C(C(N(S2(=O)=O)C)O)C=C1)C 6-((5-chloropyridin-3-yl)oxy)-3-hydroxy-2,7-dimethyl-2,3-dihydrobenzo[d]isothiazole-1,1-dioxide